C(C)(C)N1CCN(CC1)C1=CC=C(C=C1)C=1C=C(C2=C(N(C(=N2)C2CCOCC2)C)C1)C1CCN(CC1)C1COC1 6-(4-(4-isopropylpiperazin-1-yl)phenyl)-1-methyl-4-(1-(oxetan-3-yl)piperidin-4-yl)-2-(tetrahydro-2H-pyran-4-yl)-1H-benzo[d]imidazole